(1s,4s)-4-hydroxy-N-(3-(4-morpholino-6-(pyridin-3-yl)thieno[3,2-d]pyrimidine-2-yl)phenyl)cyclohexane-1-carboxamide OC1CCC(CC1)C(=O)NC1=CC(=CC=C1)C=1N=C(C2=C(N1)C=C(S2)C=2C=NC=CC2)N2CCOCC2